C1(CCCCC1)OC1=CC=C(C=C1)O 4-(cyclohexyloxy)phenol